6,7-dimethyl-4H-chromen-4-one CC=1C=C2C(C=COC2=CC1C)=O